O=C1CN(CCN1)C(=O)OC1CCC2(C3CCC4(C(CCC4(C3CCC2=C1)O)C=1C=CC(OC1)=O)C)C 14-hydroxy-10,13-dimethyl-17-(2-oxo-2H-pyran-5-yl)-2,3,6,7,8,9,10,11,12,13,14,15,16,17-tetradecahydro-1H-cyclopenta[a]phenanthren-3-yl 3-oxopiperazine-1-carboxylate